FC=1C=C(O[C@@H]2CN(CC2)C/C=C/C(=O)N(C)C)C=C(C1[C@H]1N([C@@H](CC2=C3C(=CC=C12)NN=C3)C)CC(C)(C)F)F (E)-4-((S)-3-(3,5-difluoro-4-((6S,8R)-7-(2-fluoro-2-methylpropyl)-8-methyl-6,7,8,9-tetrahydro-3H-pyrazolo[4,3-f]isoquinolin-6-yl)phenoxy)pyrrolidin-1-yl)-N,N-dimethylbut-2-enamide